C(C1=CC=CC=C1)OC(=O)C1CCN(CC1)C1C[C@H]2CC[C@@H](C1)N2C(=O)OC(C)(C)C Tert-butyl (1R,3r,5S)-3-(4-((benzyloxy)carbonyl)piperidin-1-yl)-8-azabicyclo[3.2.1]octane-8-carboxylate